CSCCC(=O)C(=O)[O-] The molecule is the 2-oxo monocarboxylic acid anion derived from 4-methylthio-2-oxobutanoic acid. The major microspecies at pH 7.3, it is formed from L-methionine via the action of methionine transaminase. It has a role as a human metabolite and a Saccharomyces cerevisiae metabolite. It derives from a butyrate. It is a conjugate base of a 4-methylthio-2-oxobutanoic acid.